OCCNCCC[Si](OC)(OC)C γ-(2-hydroxyethyl)aminopropylmethyldimethoxysilane